(2r,4r)-4-hydroxy-N-(4-(4-methylthiazol-5-yl)benzyl)pyrrolidine-2-carboxamide O[C@@H]1C[C@@H](NC1)C(=O)NCC1=CC=C(C=C1)C1=C(N=CS1)C